NC1=C(C(=O)NC2CCC(CC2)O)C=C(C=N1)C1=CC=C(C=C1)[C@]12CN(C[C@@H]2C1)C(C)C 2-amino-N-((1R,4S)-4-hydroxycyclohexyl)-5-(4-((1S,5R)-3-isopropyl-3-azabicyclo[3.1.0]hex-1-yl)phenyl)nicotinamide